N,N'-di(trifluoroacetyl)hydrazine tert-butyl-N-[(1R,2S)-2-(2-hydroxyethyl)-1-(hydroxymethyl)-3-methyl-butyl]carbamate C(C)(C)(C)OC(N[C@H]([C@H](C(C)C)CCO)CO)=O.FC(C(=O)NNC(C(F)(F)F)=O)(F)F